ClC=1C(=C2C=NNC2=CC1)C1=C(C(=NC=2CC(CCC12)(C)C)N1CC2(CN(C2)C(C=C)=O)CC1)C#N 4-(5-chloro-1H-indazol-4-yl)-7,7-dimethyl-2-(2-(2-propenoyl)-2,6-diazaspiro[3.4]octan-6-yl)-5,6,7,8-tetrahydro-3-quinolinecarbonitrile